BrC=1C=CC2=C(SC3=C2C=CC=C3Br)C1 3,6-dibromo-dibenzothiophene